(4-methyl-3-(4-methyl-1H-imidazol-1-yl)phenyl)-4-((4-methylpiperazin-1-yl)methyl)benzamide CC1=C(C=C(C=C1)C1=C(C(=O)N)C=CC(=C1)CN1CCN(CC1)C)N1C=NC(=C1)C